tert-Butyl 3-({[tert-butyl(dimethyl)silyl]oxy}methyl)-4-formylpyrrolidine-1-carboxylate [Si](C)(C)(C(C)(C)C)OCC1CN(CC1C=O)C(=O)OC(C)(C)C